[Ru+2].CC1=C(C(=CC(=C1)C)C)N1C(N(CC1)C1=C(C=C(C=C1C)C)C)=C1C(C(=C(C=C1)P(C1=CC=CC=C1)(C1=CC=CC=C1)=CC1=CC=CC=C1)Cl)Cl [1,3-bis-(2,4,6-trimethylphenyl)-2-imidazolidinylidene]dichloro(benzylidene)(triphenylphosphine) ruthenium (II)